O1C=NC2=C1C=C(C=C2)NC(=O)NC2=CC(=CC=C2)C(F)(F)F 1-(benzo[d]oxazol-6-yl)-3-(3-(trifluoromethyl)phenyl)urea